C1(CCCC1)C(NC(=O)C=1C=C2CN(C(C2=CC1)=O)C1C(NC(CC1)=O)=O)C1=CC=C(C=C1)F N-(cyclopentyl(4-fluorophenyl)methyl)-2-(2,6-dioxopiperidin-3-yl)-1-oxoisoindoline-5-carboxamide